2-(pyrimidin-2-yl)acetonitrile N1=C(N=CC=C1)CC#N